CN1C=CC2=C1N=CN=C2OC2=CC=C(C=C2)C(C(=O)N)C2=NC=CC=C2 (4-((7-methyl-7H-pyrrolo[2,3-D]pyrimidin-4-yl)oxy)phenyl)-2-(pyridin-2-yl)acetamide